N1N=CC2=CC=C(C=C12)C1(NC(=NC=C1C)NC1=CC(=CC=C1)N1CCN(CC1)C)N 4-(1H-indazol-6-yl)-5-methyl-N2-(3-(4-methylpiperazin-1-yl)phenyl)pyrimidine-2,4-diamine